C(C1=CC=CC=C1)(C1=CC=CC=C1)(C1=CC=CC=C1)N[C@H](CS)C(=O)O (S)-trityl-L-cysteine